N-phenylcyclohexane-1,3-diamine C1(=CC=CC=C1)NC1CC(CCC1)N